N=1C=NN2C1C=C(C=C2)OC2=C(C=C(C=C2)NC2=NC=NC1=CC=C3C(=C21)OC[C@H]2N3CCN(C2)C)C (S)-N-(4-([1,2,4]triazolo[1,5-a]pyridin-7-yloxy)-3-methylphenyl)-8-methyl-6,6a,7,8,9,10-hexahydropyrazino[1',2':4,5][1,4]oxazino[2,3-f]quinazolin-4-amine